C[NH+](C)CCC[C@@]1(C2=C(CO1)C=C(C=C2)C#N)C3=CC=C(C=C3)F The molecule is a 3-[5-cyano-1-(4-fluorophenyl)-1,3-dihydro-2-benzofuran-1-yl]-N,N-dimethylpropan-1-aminium resulting from the protonation of the tertiary amino group of escitalopram. It is a conjugate acid of an escitalopram. It is an enantiomer of a (R)-citalopram(1+).